3-(4-chloro-2,6-dimethylphenyl)-4-hydroxy-8-methoxy-1,8-diazaspiro[4.5]dec-3-en-2-one ClC1=CC(=C(C(=C1)C)C=1C(NC2(C1O)CCN(CC2)OC)=O)C